[C@@H]1(C[C@H](O)[C@@H](CO)O1)N1C=NC=2C(O)=NC=NC12 2'-deoxy-Inosine